6-(methoxy-d3)-2,2-dimethyl-2,3-dihydrobenzofuran-7-sulfonamide C(OC1=C(C2=C(CC(O2)(C)C)C=C1)S(=O)(=O)N)([2H])([2H])[2H]